6-(2-chloro-4-methoxypyrrolo[2,1-f][1,2,4]triazin-5-yl)-1-isopropyl-1H-benzo[d][1,2,3]triazole ClC1=NN2C(C(=N1)OC)=C(C=C2)C=2C=CC1=C(N(N=N1)C(C)C)C2